tetramethyl-gold C[Au](C)(C)C